2-((6-(4-amino-4-methylpiperidin-1-yl)-3,5-dicyano-4-ethylpyridin-2-yl)sulfanyl)-2-phenylacetamide NC1(CCN(CC1)C1=C(C(=C(C(=N1)SC(C(=O)N)C1=CC=CC=C1)C#N)CC)C#N)C